(S)-5-((1-(tert-Butoxycarbonyl)azetidin-2-yl)methoxy)-2-fluorobenzoic acid C(C)(C)(C)OC(=O)N1[C@@H](CC1)COC=1C=CC(=C(C(=O)O)C1)F